C(CCC)N1C(CNCCC1)=O 1-N-butyl-hexahydro-1,4-diazepinone